6-tert-butyl-9-[2-(dimethylamino)thiazol-5-yl]-10-methoxy-2-oxo-6,7-dihydro-2H-pyrido[2,1-a]Isoquinoline-3-carboxylic acid ethyl ester C(C)OC(=O)C=1C(C=C2N(C(CC3=CC(=C(C=C23)OC)C2=CN=C(S2)N(C)C)C(C)(C)C)C1)=O